1,4-Dimethyl-1,2,4-triazolium iodid (1R,2S,3S,5S)-2-fluoro-3-([5-[2-(methoxymethoxy)-4-(1H-pyrazol-4-yl)phenyl]pyrazin-2-yl](methyl)amino)-8-azabicyclo[3.2.1]octane-8-carboxylate F[C@@H]1[C@H]2CC[C@@H](C[C@@H]1N(C)C1=NC=C(N=C1)C1=C(C=C(C=C1)C=1C=NNC1)OCOC)N2C(=O)[O-].[I-].C[N+]=2N=CN(C2)C.C[N+]=2N=CN(C2)C